C[Si](CCCC[Si](OC)(OC)OC)(OC)OC 1-methyldimethoxysilyl-4-trimethoxysilylbutane